tert-butyl-(1-(isothiocyanomethyl)cyclopropoxy)-dimethyl-silane C(C)(C)(C)[Si](C)(C)OC1(CC1)CN=C=S